3-(imidazo[1,2-a]pyrimidin-3-yl)-N-methyl-4-[4-(trifluoromethyl)phenoxy]benzene-1-sulfonamide N=1C=C(N2C1N=CC=C2)C=2C=C(C=CC2OC2=CC=C(C=C2)C(F)(F)F)S(=O)(=O)NC